(2R,3S)-2-((E)-3-(6-(3-chlorophenyl)-1H-benzo[d]imidazol-1-yl)prop-1-en-1-yl)piperidin-3-ol dihydrochloride Cl.Cl.ClC=1C=C(C=CC1)C=1C=CC2=C(N(C=N2)C/C=C/[C@H]2NCCC[C@@H]2O)C1